C(C)(=O)NCC1N(CCCC1)C1=CN=C(S1)NC(=O)C1CN(CC1)C#N N-(5-(2-(acetamidomethyl)piperidin-1-yl)thiazol-2-yl)-1-cyanopyrrolidine-3-carboxamide